C1(=CC=CC=C1)P(C1(C(=C2C=CC=CC2=CC1)C1=C(C=CC2=CC=CC=C12)P(C1=CC=CC=C1)C1=CC=CC=C1)CS(=O)(=O)O)C1=CC=CC=C1 2,2'-bis(diphenylphosphino)-1,1'-binaphthyl-methanesulfonic acid